tert-butyl 4-mercaptoazepane-1-carboxylate SC1CCN(CCC1)C(=O)OC(C)(C)C